C(C)(C)(C)NC(C[C@@H](C(=O)N[C@@H](C)CC(=O)NCC1=CC=CC2=CC=CC=C12)NS(=O)(=O)C1=CC=C(C=C1)C)=O (S)-N4-(tert-butyl)-2-((4-methylphenyl)sulfonamido)-N1-((S)-4-((naphthalen-1-ylmethyl)amino)-4-oxobutan-2-yl)succinamide